[Cl-].[Cl-].[Ti+2].ClC1=C(OC2=C(C(=CC2C)C)C)C(=CC(=C1)Cl)Cl 2,4,6-trichlorophenoxy(2,3,5-trimethylcyclopentadiene) titanium dichloride